Cl.C1(=CC=CC=C1)OC(=O)N1CCCCC1 phenylpiperidine-1-carboxylate hydrochloride